(1S,3R)-3-(((2-bromo-5-(trifluoromethyl)pyrazolo[1,5-a]pyrimidin-7-yl)amino)methyl)-3-(pyridin-4-yl)cyclopentan-1-ol BrC1=NN2C(N=C(C=C2NC[C@]2(C[C@H](CC2)O)C2=CC=NC=C2)C(F)(F)F)=C1